2-amino-3-chloropyrimidine NC1N=CC=CN1Cl